C(C)(C)(C)N1N=C(C=C1NC(OCC1=CC=CC=C1)=O)[C@@H]1C[C@@H]([C@@H](C1)O)F |r| rac-benzyl (1-(tert-butyl)-3-((1S,3S,4R)-3-fluoro-4-hydroxycyclopentyl)-1H-pyrazol-5-yl)carbamate